5-((triisopropylsilyl)ethynyl)naphthalene-2-acetate C(C)(C)[Si](C(C)C)(C(C)C)C#CC1=C2C=CC(=CC2=CC=C1)CC(=O)[O-]